O=C1NC(CC[C@@H]1C1=NN(C2=CC(=CC=C12)N1CCN(CC1)C1CC(C1)OC1CCN(CC1)C(=O)OC(C)(C)C)C)=O tert-butyl 4-((1r,3r)-3-(4-(3-(2,6-dioxopiperidin-3-yl)-1-methyl-1H-indazol-6-yl)piperazin-1-yl)cyclobutoxy)piperidine-1-carboxylate